BrC=1C(=CC(=C(C1)C(CC)=O)O[C@@H](CF)CO)F (R)-1-(5-bromo-4-fluoro-2-(1-fluoro-3-hydroxyprop-2-yloxy)phenyl)propan-1-one